OCCCC1(CC1)NC(OC(C)(C)C)=O tert-butyl (1-(3-hydroxypropyl)cyclopropyl)carbamate